C1(CCC(=O)OCCCCCO1)=O 5-pentylene succinate